4-succinimidyloxycarbonyl-alpha-methyl-alpha-(2-pyridyldithio)toluene C1(CCC(N1OC(=O)C1=CC=C(C(SSC2=NC=CC=C2)C)C=C1)=O)=O